1,4-bis(chlorodimethylsilyl)benzene Cl[Si](C1=CC=C(C=C1)[Si](C)(C)Cl)(C)C